CC(CCNC(=O)C=1N=C(SC1)NS(NC)(=O)=O)(C)C N-(3,3-dimethylbutyl)-2-((N-methylsulfamoyl)amino)thiazole-4-carboxamide